CC=1C=C(C2=C(C=C(O2)CN2C(C3=CN=CC=C3CC2)=O)C1)C(=O)OCC(F)(F)F 2,2,2-Trifluoroethyl 5-methyl-2-((1-oxo-3,4-dihydro-2,7-naphthyridin-2(1H)-yl)methyl)benzofuran-7-carboxylate